N-((5-chlorothien-2-yl)methyl)-3-(5-(1-(naphthalen-1-yl)ethyl)-4-methyl-1,2,4-oxadiazol-3-yl)aniline ClC1=CC=C(S1)CNC1=CC(=CC=C1)C1=NOC(N1C)C(C)C1=CC=CC2=CC=CC=C12